2-(2-bromothiazol-5-yl)-5-(2-fluorophenyl)-1,3,4-oxadiazole BrC=1SC(=CN1)C=1OC(=NN1)C1=C(C=CC=C1)F